C(C1=CC=CC=C1)OC1C2(COC(C(C1OCC1=CC=CC=C1)OCC1=CC=CC=C1)O2)COCC2=CC=CC=C2 2,3,4-Tribenzyloxy-1-(benzyloxymethyl)-6,8-dioxabicyclo[3.2.1]Octane